N-[5-[8-amino-5-methyl-3-(trideuteriomethyl)imidazo[1,5-a]pyrazin-1-yl]-4-methyl-pyrimidin-2-yl]-2-(3-fluorophenyl)-2-hydroxy-acetamide NC=1C=2N(C(=CN1)C)C(=NC2C=2C(=NC(=NC2)NC(C(O)C2=CC(=CC=C2)F)=O)C)C([2H])([2H])[2H]